((S)-1-(nitrosomethyl)-2-[(3S)-2-oxopyrrolidin-3-yl]ethyl)-4-(trifluoromethyl)pyrrolidine-2-carboxamide N(=O)C[C@H](C[C@H]1C(NCC1)=O)N1C(CC(C1)C(F)(F)F)C(=O)N